FC1=C(C=CC=C1OC(F)(F)F)B(O)O [2-FLUORO-3-(TRIFLUOROMETHOXY)PHENYL]BORONIC ACID